N-phenyl-5,6-dihydroindeno[2,1-b]indole C1(=CC=CC=C1)N1C2=C(C3=CC=CC=C13)C1=CC=CC=C1C2